(E)-2-((2,5-dimethyl-1H-pyrrol-1-yl) methyl)-3-fluoroacrylate CC=1N(C(=CC1)C)C/C(/C(=O)[O-])=C\F